(R)-N-(1-(3-amino-5-(trifluoromethyl)phenyl)ethyl)-7-methoxy-6-(2-methoxyethoxy)-2-methylpyrido[2,3-d]pyrimidin-4-amine NC=1C=C(C=C(C1)C(F)(F)F)[C@@H](C)NC=1C2=C(N=C(N1)C)N=C(C(=C2)OCCOC)OC